6-fluoro-3-iodo-4-methoxy-1-((2-(trimethylsilyl)ethoxy)methyl)-1H-indazole FC1=CC(=C2C(=NN(C2=C1)COCC[Si](C)(C)C)I)OC